N-(5-(2-chloropyrimidin-4-yl)-4-(4-fluorophenyl)thiazol-2-yl)-4-fluorobenzenesulfonamide ClC1=NC=CC(=N1)C1=C(N=C(S1)NS(=O)(=O)C1=CC=C(C=C1)F)C1=CC=C(C=C1)F